C(C)C1=NN(C=C1C(=O)OCC1=C(C=C(C2=C1CCO2)C2=CC=C(C=C2)C#C)CN)CC2=CC=C(C=C2)O\C=C(\C(F)(F)F)/OCC (5-(aminomethyl)-7-(4-ethynylphenyl)-2,3-dihydrobenzofuran-4-yl)methanol ethyl-1-[(4-{[(1Z)-2-ethoxy-3,3,3-trifluoro-1-propen-1-yl]oxy}phenyl)methyl]-1H-pyrazole-4-carboxylate